2-((7-methyl-5-(methylsulfonyl)-1H-indol-4-yl)methyl)-7-((1-((5-oxo-4,5-dihydro-1H-1,2,4-triazol-3-yl)methyl)azetidin-3-yl)oxy)-2H-indazole-6-carbonitrile CC=1C=C(C(=C2C=CNC12)CN1N=C2C(=C(C=CC2=C1)C#N)OC1CN(C1)CC1=NNC(N1)=O)S(=O)(=O)C